dibenzocyclooctyne-7-ene C1=CC=CC=2C#CC=CC3=C(C21)C=CC=C3